O=C1NC2=CC(=CC=C2C12CCOCC2)NC(C)=O N-(2-oxo-spiro[indoline-3,4'-tetrahydropyran]-6-yl)acetamide